(R)-6-(4-(1H-1,2,4-Triazol-3-yl)phenyl)-1-(1-phenylethyl)-1H-imidazo[4,5-B]pyrazin N1N=C(N=C1)C1=CC=C(C=C1)C1=CN=C2C(=N1)N(C=N2)[C@H](C)C2=CC=CC=C2